1-(4-(trifluoromethyl)phenyl)-1,2,3,4-tetrahydro-1,7-naphthyridine-3-amine FC(C1=CC=C(C=C1)N1CC(CC2=CC=NC=C12)N)(F)F